C1(CCCCCC1)CC1=C(C=CC2=C1N=C(O2)CC2=C(C=CC=C2)O)C(=O)N (cycloheptylmethyl)-2-[(2-hydroxyphenyl)methyl]-1,3-benzoxazole-5-carboxamide